N-cyclopropyl-6-fluoro-5-{4-[(5-fluoro-2-methyl-3-oxo-4H-quinoxalin-6-yl)methyl]piperazin-1-yl}pyridine-2-carboxamide C1(CC1)NC(=O)C1=NC(=C(C=C1)N1CCN(CC1)CC=1C(=C2NC(C(=NC2=CC1)C)=O)F)F